BrC1=CC=C2C(=NNC2=C1)C(C)=O 1-(6-Bromo-1H-indazol-3-yl)ethan-1-one